((tetrahydro-2H-pyran-2-yl)oxy)nicotinamide O1C(CCCC1)OC1=C(C(=O)N)C=CC=N1